3-Isopropyl-1-methyl-1H-pyrazole-5-carboxamide C(C)(C)C1=NN(C(=C1)C(=O)N)C